CC1=C(C(=O)NC2=C(C=C(C=C2)N2C3=C(NCC=C2)C2=CC=CC=C2C=C3)F)C=CC=C1C 5-[4-(2,3-dimethylbenzoylamino)-3-fluorophenyl]-1H-naphtho[1,2-b][1,4]diazepine